ClC1=NC=C(C(=C1)NCC[C@@H](C)O)C1=NC=C(C=N1)C(C)(C)O (R)-4-((2-Chloro-5-(5-(2-hydroxypropan-2-yl)pyrimidin-2-yl)pyridin-4-yl)amino)butan-2-ol